C1=CC=C(C=2OC3=C(C21)C=CC=C3)C3=CC=C(NC2=CC=CC=C2)C=C3 4-(dibenzo[b,d]furan-4-yl)-N-PHENYLANILINE